3,3-diphenyl-propan-1-one C1(=CC=CC=C1)C(CC=O)C1=CC=CC=C1